2-((3R,5S)-3-amino-5-methylpiperidin-1-yl)-5-chloro-6-(((S)-2-cyclopropyl-3,3-difluoro-7-methyl-6-oxo-1,2,3,4,6,7-hexahydro-[1,4]oxazepino[2,3-c]quinolin-10-yl)amino)nicotinonitrile N[C@H]1CN(C[C@H](C1)C)C1=C(C#N)C=C(C(=N1)NC1=CC=2C3=C(C(N(C2C=C1)C)=O)OCC([C@@H](N3)C3CC3)(F)F)Cl